FC(CCC)(CCCCCCCCCCCCC#C[Si](C)(C)C)F 4,4-difluoro-18-(trimethylsilyl)octadecan-17-yn